6-(1,6-diazaspiro[3.3]heptan-6-yl)-N-[3-(2,2-dimethylpropoxy)phenyl]pyrido[3,2-d]pyrimidin-4-amine N1CCC12CN(C2)C=2C=CC=1N=CN=C(C1N2)NC2=CC(=CC=C2)OCC(C)(C)C